C(C)(=O)OCC[C@@H](CC[C@@H](CCC=C)C(=C)C)C (3R,6R)-6-isopropenyl-3-methyl-9-decenyl acetate